(S)-1-(4-((8-chloro-1,7-naphthyridin-2-yl)amino)bicyclo[2.2.2]octane-1-yl)ethane ClC=1N=CC=C2C=CC(=NC12)NC12CCC(CC1)(CC2)CC